3-chlorobenzyl ((2S)-3-cyclohexyl-1-((1-(3,3-dimethylureido)-3-hydroxypropan-2-yl)amino)-1-oxopropan-2-yl)carbamate C1(CCCCC1)C[C@@H](C(=O)NC(CNC(=O)N(C)C)CO)NC(OCC1=CC(=CC=C1)Cl)=O